ClC1=C(C=C(C=C1CO)Cl)S(=O)(=O)NC1=C(C(=C(C=C1)F)C=1C=C2C=NC(=NC2=CC1)NC1CCC(CC1)O)F 2,5-dichloro-N-(2,4-difluoro-3-(2-((1r,4r)-4-hydroxycyclohexylamino)quinazolin-6-yl)phenyl)-3-(hydroxymethyl)benzenesulfonamide